C[C@H]1N([C@H](C1)C)C(=O)O[C@H]1C[C@H](CC1)C1=CC(=NN1)NC(CC1=CC(=NO1)C)=O (1R,3S)-3-(3-{[(3-methyl-1,2-oxazol-5-yl)acetyl]-amino}-1H-pyrazol-5-yl)-cyclopentyl (2R,4S)-2,4-dimethylazetidine-1-carboxylate